OC1=C(C=CC(=C1)C(F)(F)F)C1=C(C=C(N=N1)N[C@H]1CN(CCC1)C1CCN(CC1)C(=O)OC1=CC=C(C=C1)[N+](=O)[O-])C 4-nitrophenyl (3R)-3-({6-[2-hydroxy-4-(trifluoromethyl)phenyl]-5-methylpyridazin-3-yl}amino)-[1,4'-bipiperidine]-1'-carboxylate